2-(2-methoxyethoxy)-5-(4,4,5,5-tetramethyl-1,3,2-dioxaborolan-2-yl)pyridine COCCOC1=NC=C(C=C1)B1OC(C(O1)(C)C)(C)C